C(C)(C)(C)P(C=1C(C=CC1)[Fe](C1C(=CC=C1)P(C(C)(C)C)C(C)(C)C)(Cl)Cl)C(C)(C)C bis(2-(di-tert-butylphosphanyl)cyclopenta-2,4-dien-1-yl)iron dichloride